C1(=CC=CC=C1)C1=NC(=NC(=N1)C1=CC=CC=C1)C=1C=C(C=C(C1)N1C2=CC=CC=C2C=2C=C(C=CC12)C1=C(C#N)C=CC=C1C#N)N1C2=CC=CC=C2C=2C=C(C=CC12)C1=C(C#N)C=CC=C1C#N 2,2'-((5-(4,6-diphenyl-1,3,5-triazin-2-yl)-1,3-phenylene)bis(9H-carbazole-9,3-diyl))diisophthalonitrile